N,5-Bis(5-methoxypyridin-3-yl)-1,8,10-triazatricyclo[7.4.0.02,7]trideca-2(7),3,5,8,10,12-hexaene-11-carboxamide COC=1C=C(C=NC1)NC(=O)C1=NC2=NC=3C=C(C=CC3N2C=C1)C=1C=NC=C(C1)OC